pyrido[2,3-e][1,2,4]triazolo[4,3-a]pyrimidine-7-carbonitrile C1=NN=C2N1C1=C(C=N2)N=C(C=C1)C#N